OC(=S)S.C1(=CC=CC=C1)O phenol xanthate